FCCN1C(=NC=2C1=NC(=CC2)C=2C=CN1N=C(N=CC12)N[C@@H]1CC[C@@H](CC1)OCCOC)C 5-(3-(2-fluoroethyl)-2-methyl-3H-imidazo[4,5-b]pyridin-5-yl)-N-(cis-4-(2-methoxyethoxy)cyclohexyl)pyrrolo[2,1-f][1,2,4]triazin-2-amine